C1(=CCCC1)C1=C(C2=C(C=3C=NN(C3C=C2)C2OCCCC2)CCC1)C1=CC=C(C=C1)N1CCC(CC1)C(OC)OC 7-(cyclopenten-1-yl)-6-[4-[4-(dimethoxymethyl)-1-piperidyl]phenyl]-3-tetrahydropyran-2-yl-9,10-dihydro-8H-cyclohepta[e]indazole